ClC=1C=C(C=CC1F)NC(N(C=1C=NC(=CC1)OC)CC1=NNC=2CCC(CC12)(C)C)=O (3-Chloro-4-fluorophenyl)-1-((5,5-dimethyl-4,5,6,7-tetrahydro-1H-indazol-3-yl)methyl)-1-(6-methoxypyridin-3-yl)urea